5-(tert-butyl) 3-ethyl 1,4,6,7-tetrahydro-5H-pyrazolo[4,3-c]pyridine-3,5-dicarboxylate N1N=C(C=2CN(CCC21)C(=O)OC(C)(C)C)C(=O)OCC